(E)-3-(4-((3-(4-fluorophenethyl)-2,4-dioxo-3,4-dihydroquinazolin-1(2H)-yl)methyl)phenyl)-N-hydroxyacrylamide FC1=CC=C(CCN2C(N(C3=CC=CC=C3C2=O)CC2=CC=C(C=C2)/C=C/C(=O)NO)=O)C=C1